(R)-1'-methyl-2-(methylthio)-1',4',5,8-tetrahydro-2'H,6H-spiro[quinazoline-7,3'-quinolin]-4-yl trifluoromethanesulfonate FC(S(=O)(=O)OC1=NC(=NC=2C[C@@]3(CN(C4=CC=CC=C4C3)C)CCC12)SC)(F)F